pyrazolo[1,5-a]pyridin-6-yl 4-methylpiperazine-1-carboxylate CN1CCN(CC1)C(=O)OC=1C=CC=2N(C1)N=CC2